Carboxytartronic acid C(=O)(O)C(C(=O)O)(O)C(=O)O